C(C)(=O)N1CCN(CC1)C=1C=C2CCN(CC2=CC1)CS(=O)(=O)N(C)CC1=C(C(=C(C(=C1F)F)F)F)F 6-(4-acetylpiperazin-1-yl)-N-(2,3,4,5,6-pentafluoro-benzyl)-N-methyl-3,4-dihydroisoquinoline-2(1H)-methanesulfonamide